(3-(3-(4-chloro-3-trifluoromethylphenyl)ureido)-2,3,4,9-tetrahydro-1H-carbazole-7-carbonyl)glycine methyl ester COC(CNC(=O)C1=CC=C2C=3CC(CCC3NC2=C1)NC(=O)NC1=CC(=C(C=C1)Cl)C(F)(F)F)=O